3-(5-(4-(1-(3,3-Difluoropiperidin-4-yl)azetidin-3-yl)piperazin-1-yl)-3-methyl-2-oxo-2,3-dihydro-1H-benzo[d]imidazol-1-yl)piperidine-2,6-dione FC1(CNCCC1N1CC(C1)N1CCN(CC1)C1=CC2=C(N(C(N2C)=O)C2C(NC(CC2)=O)=O)C=C1)F